FC(CN1CC(C1)N)(F)F 1-(2,2,2-trifluoroethyl)azetidin-3-amine